CN1CCN(CC1)C1=C(C=C(N)C=C1)COCCC1OC=CC=C1 4-(4-methylpiperazin-1-yl)-3-((2-(pyran-2-yl)ethoxy)methyl)aniline